C(C)N1C=NC2=C1C=CC(=C2)I 1-ethyl-5-iodo-1H-benzo[d]imidazole